N1-(3-(3-(4-(1-aminocyclobutyl)phenyl)-2-(2-aminopyridin-3-yl)-3H-imidazo[4,5-b]pyridin-5-yl)phenethyl)-5-((2-(2,6-dioxopiperidin-3-yl)-1,3-dioxoisoindolin-4-yl)amino)pentanamide NC1(CCC1)C1=CC=C(C=C1)N1C(=NC=2C1=NC(=CC2)C=2C=C(CCNC(CCCCNC1=C3C(N(C(C3=CC=C1)=O)C1C(NC(CC1)=O)=O)=O)=O)C=CC2)C=2C(=NC=CC2)N